O1C(=CC=C1)C=1C2=C(N=C(N1)N)C=CS2 4-(Furan-2-yl)thieno(3,2-d)pyrimidin-2-amine